1-(3-amino-1-(4-((6-amino-9H-purin-9-yl)methyl)-6-(2-(difluoromethyl)-4-methoxyphenyl)pyridin-3-yl)piperidin-3-yl)-2,2-difluoroethan-1-ol NC1(CN(CCC1)C=1C=NC(=CC1CN1C2=NC=NC(=C2N=C1)N)C1=C(C=C(C=C1)OC)C(F)F)C(C(F)F)O